ClC(=O)C1=CC2=CC3=CC=CC(=C3N=C2C(=C1)CP(C(C)C)C(C)C)CP(C(C)C)C(C)C Chlorocarbonylhydrido[4,5-bis-(di-i-propylphosphinomethyl)acridin]